NC(CCCC(=O)O)=O 5-amino-5-oxo-pentanoic acid